C(#N)[C@@]1(CCOC2=CC=C(C=C12)C(=O)NCC1=NC=CC(=C1)C1CC(C1)C1=NC(=CC=C1)N1CCOCC1)C (R)-4-cyano-4-methyl-N-((4-((1R,3R)-3-(6-morpholinylpyridin-2-yl)cyclobutyl)pyridin-2-yl)methyl)chroman-6-carboxamide